Cl.C(C)N(CCCC(=O)O)CC 4-(diethylamino)butanoic acid hydrogen chloride